1-[5-tert-butyl-2-(3-fluorophenyl)pyrazol-3-yl]-3-[2-fluoro-4-(4-pyridyloxy)phenyl]urea C(C)(C)(C)C=1C=C(N(N1)C1=CC(=CC=C1)F)NC(=O)NC1=C(C=C(C=C1)OC1=CC=NC=C1)F